7-(tert-butoxy)-7-oxo-heptanoic acid C(C)(C)(C)OC(CCCCCC(=O)O)=O